C(C)(C)(C)OC(=O)N1CC(C(CC1)(C1=CC=C2C=NN(C2=C1)C)O)F tert-butyl-3-fluoro-4-hydroxy-4-(1-methylindazol-6-yl)piperidine-1-carboxylate